ClC=1C=C(C=NC1N1N=CC=N1)NC(=O)C1CC(C=2C=3N(N=CC21)C=C(N3)C)(C)C N-(5-chloro-6-(2H-1,2,3-triazol-2-yl)pyridin-3-yl)-2,9,9-trimethyl-8,9-dihydro-7H-cyclopenta[d]imidazo[1,2-b]pyridazine-7-carboxamide